C1(=CC=CC=C1)C=1C(=NC=CC1)[Ir+]C1=NC=CC=C1C1=CC=CC=C1 bis(phenyl-2-pyridyl)Iridium(III)